3-(N,N-bis(4-methoxybenzyl)sulfamoyl)-N,N-bis(2-methoxyethyl)-1-methyl-1H-pyrazole-5-carboxamide COC1=CC=C(CN(S(=O)(=O)C2=NN(C(=C2)C(=O)N(CCOC)CCOC)C)CC2=CC=C(C=C2)OC)C=C1